2-[(1R)-1-(3-ethoxy-4-methoxy-phenyl)-2-methylsulfonyl-ethyl]-4-(4-piperidyl-amino)isoindoline-1,3-dione C(C)OC=1C=C(C=CC1OC)[C@H](CS(=O)(=O)C)N1C(C2=CC=CC(=C2C1=O)NC1CCNCC1)=O